((2S,4R,5R)-4-acetoxy-5-(6-chloro-4-(((S)-1-(2-fluorophenyl)ethyl)amino)-1H-pyrazolo[3,4-b]pyridin-1-yl)-3-methylenetetrahydrofuran-2-yl)methyl benzoate C(C1=CC=CC=C1)(=O)OC[C@H]1O[C@H]([C@@H](C1=C)OC(C)=O)N1N=CC=2C1=NC(=CC2N[C@@H](C)C2=C(C=CC=C2)F)Cl